S(=O)([O-])[O-].C(CCCCCCCCCCCCCCC)C(C(C)(C)O)OCCOCCOCCOCCOCCO.[NH4+].[NH4+] ammonium hexadecyl-dimethyl-hexaethylene glycol sulfite